2-[(6,7-Difluoro-4-methylsulfanyl-1H-indol-5-yl)oxy]-5-fluoro-4-[4-(4-methylchroman-4-yl)-1H-imidazol-2-yl]phenol FC1=C(C(=C2C=CNC2=C1F)SC)OC1=C(C=C(C(=C1)C=1NC=C(N1)C1(CCOC2=CC=CC=C12)C)F)O